C1(CCCC1)NC(=O)C1C(C=2N(N(C1)C1C3=C(SCC4=C1C=CC(=C4F)F)C=CC=C3)C=CC(C2O)=O)=O N-cyclopentyl-1-(7,8-difluoro-6,11-dihydrodibenzo[b,e]thiaepin-11-yl)-5-hydroxy-4,6-dioxo-2,3,4,6-tetrahydro-1H-pyrido[1,2-b]pyridazine-3-carboxamide